C1(CC1)C=1C=NN(C1CO[C@H]1[C@@H]2CN([C@H](C1)C2)C2=CC=C(C=N2)C(=O)O)C2=C(C=CC=C2Cl)Cl 6-[(1S,4S,5R)-5-{[4-cyclopropyl-1-(2,6-dichlorophenyl)-1H-pyrazol-5-yl]methoxy}-2-azabicyclo[2.2.1]heptan-2-yl]pyridine-3-carboxylic acid